[Si](C)(C)(C(C)(C)C)OC[C@H](COC1=C(C(=NN1C1OCCCC1)C)[N+](=O)[O-])F 5-((S)-3-((tert-butyldimethylsilyl)oxy)-2-fluoropropoxy)-3-methyl-4-nitro-1-(tetrahydro-2H-pyran-2-yl)-1H-pyrazole